1-(4-(4-((3-(4-(di-fluoromethoxy)phenyl)imidazo[1,2-a]pyrazin-8-yl)amino)-2-methylbenzoyl)piperazin-1-yl)-2-(dimethylamino)ethanone FC(OC1=CC=C(C=C1)C1=CN=C2N1C=CN=C2NC2=CC(=C(C(=O)N1CCN(CC1)C(CN(C)C)=O)C=C2)C)F